n-hex-ylbromide C(CCCCC)Br